C(C)(C)(C)OC(=O)NC1=CC=C(C=C1)C1NCCCC1C(=O)OCC ethyl 2-(4-((tert-butoxy-carbonyl)amino)phenyl)piperidine-3-carboxylate